S1C(=NC2=C1C=CC=C2)C2=C(C=CC=C2)SSC2=C(C=CC=C2)C=2SC1=C(N2)C=CC=C1 bis[2-(2-benzothiazolyl)phenyl]disulfide